C(C=C)SSC[C@H](N)C(=O)O S-(allylthio)-L-cysteine